Br(=O)(=O)[O-].C(CCCCCCCCCCCCCCC)[N+](C)(C)C hexadecyltrimethylammonium bromate